Methyl 5-chloro-2-((2-(methylamino)pyrazolo[1,5-a]pyrimidine-3-carboxamido)methyl)benzofuran-7-carboxylate ClC=1C=C(C2=C(C=C(O2)CNC(=O)C=2C(=NN3C2N=CC=C3)NC)C1)C(=O)OC